bromonitrothiazole BrC=1N=C(SC1)[N+](=O)[O-]